2-([2-hydroxy-1,1-bis(hydroxymethyl)ethyl]amino)ethanesulfonic acid OCC(CO)(CO)NCCS(=O)(=O)O